C1(CC1)C1=C(C(=NO1)C1=C(C=CC=C1F)C1CC1)COC(CC[C@H](C)C1=CC=C(C(=O)OC(C)(C)C)C=C1)CC |r| tert-butyl 4-[(1S,4R,SR)-5-[[5-cyclopropyl-3-(2-cyclopropyl-6-fluorophenyl)-1,2-oxazol-4-yl]methoxyl]heptan-2-yl]benzoate